2-(((S)-1-(1H-tetrazol-1-yl)propan-2-yl)oxy)-4-(2-((1-((1r,4r)-4-morpholinocyclohexyl)-3-(thiazol-2-ylmethoxy)-1H-pyrazol-4-yl)amino)pyrimidin-5-yl)benzonitrile N1(N=NN=C1)C[C@H](C)OC1=C(C#N)C=CC(=C1)C=1C=NC(=NC1)NC=1C(=NN(C1)C1CCC(CC1)N1CCOCC1)OCC=1SC=CN1